3-(6-((2S,6R)-2,6-dimethylmorpholino)imidazo[1,2-b]pyridazin-3-yl)benzonitrile C[C@@H]1O[C@@H](CN(C1)C=1C=CC=2N(N1)C(=CN2)C=2C=C(C#N)C=CC2)C